8-bromo-7-chloro-6-(2,6-difluorophenyl)-N-methoxy-N-methyl-4H-benzo[f]imidazo[1,2-a][1,4]diazepine-2-Carboxamide BrC=1C=CC2=C(C(=NCC=3N2C=C(N3)C(=O)N(C)OC)C3=C(C=CC=C3F)F)C1Cl